CC1=CC=2C(=NC3=C(N(C2N2CCN(CC2)C)C(=O)OCOC(CCCCCCCCCCCCCCCCC)=O)C=CC=C3)S1 (stearoyloxy)methyl 2-methyl-4-(4-methylpiperazin-1-yl)-5H-benzo[b]thieno[2,3-e][1,4]diazepine-5-carboxylate